Cl.ClC=1N=C(C2=C(N1)NC(=C2)CCNC)NCC=2SC=CN2 2-chloro-6-[2-(methylamino)ethyl]-N-[(1,3-thiazol-2-yl)methyl]-7H-pyrrolo[2,3-d]pyrimidin-4-amine hydrochloride